N1=C(C=NC=C1)C=1OC(=NN1)N1[C@H](C2=C(CC1)NC=N2)C2=NN1C(C(=CC=C1)C(F)(F)F)=C2 (R)-2-(pyrazin-2-yl)-5-(4-(4-(trifluoromethyl)pyrazolo[1,5-a]pyridin-2-yl)-1,4,6,7-tetrahydro-5H-imidazo[4,5-c]pyridin-5-yl)-1,3,4-oxadiazole